ClC1=CC=C(S1)NC(=O)N[C@@H]1C(NC[C@H]1C1=NC=C(C=C1F)OC)=O |o1:10,14| (-)-1-(5-chloro-thiophen-2-yl)-3-[(3S*,4R*)-4-(3-fluoro-5-methoxypyridin-2-yl)-2-oxo-pyrrolidin-3-yl]urea